CN1C=CC2=C1N=CN=C2OC2=CC=C(C=C2)CN (4-((7-methyl-7H-pyrrolo[2,3-D]pyrimidin-4-yl)oxy)phenyl)methanamine